C(C)N1[C@@H]([C@@H](CCC1)C1=CC=2C(=NC=C(C2NC=2C(=CC3=C(N=CS3)C2F)F)F)S1)C N-(2-((2R,3R)-1-ethyl-2-methylpiperidin-3-yl)-5-fluorothieno[2,3-b]pyridin-4-yl)-4,6-difluorobenzo[d]thiazol-5-amine